C(C)N(C(OC1=C2N(N=CC1=O)[C@H]([C@@H]1N(C2=O)CCC1)[C@H](C1=CC=CC=C1)C1=C(C(=CC=C1)F)F)=O)CC (9aR,10S)-10-((R)-(2,3-difluorophenyl)(phenyl)methyl)-3,5-dioxo-3,5,8,9,9a,10-hexahydro-7H-pyrrolo[1',2':4,5]pyrazino[1,2-b]pyridazin-4-yl diethylcarbamate